CN1CC2=CC(=CC(=C2CC1)C)C=1N=C2C(=NC1)NC=C2C2=CC=C(C=C2)C(=O)N2CC1(COC1)C2 (4-(2-(2,5-dimethyl-1,2,3,4-tetrahydroisoquinolin-7-yl)-5H-pyrrolo[2,3-b]pyrazin-7-yl)phenyl)(2-oxa-6-azaspiro[3.3]heptan-6-yl)methanone